(S)-2-trimethylsilylmethyl-4-pentenal C[Si](C)(C)C[C@H](C=O)CC=C